NC=1C=C2C(=NN(C2=CC1)C1OCCCC1)C1=NC2=C(N1COCC[Si](C)(C)C)CN(C2)C(=O)OC(C)(C)C tert-butyl 2-(5-amino-1-(tetrahydro-2H-pyran-2-yl)-1H-indazol-3-yl)-1-((2-(trimethylsilyl)ethoxy)methyl)-4,6-dihydropyrrolo[3,4-d]imidazole-5(1H)-carboxylate